FC(CN1N=C(C(=C1)C1=NC=NC2=CC(=C(C=C12)C(C)O)C=1C=NN(C1)C)C1=CC=CC=C1)F 1-(4-(1-(2,2-difluoroethyl)-3-phenyl-1H-pyrazol-4-yl)-7-(1-methyl-1H-pyrazol-4-yl)quinazolin-6-yl)ethan-1-ol